OC1=C(C=C(C=C1)C(CCC(=O)[O-])(C)C1=CC(=C(C=C1)O)C(C)(C)C)C(C)(C)C.C(C)[N-]CC diethylamide 4,4-bis(4'-hydroxy-3'-tert-butyl-phenyl)valerate